7-(3-(6-cyclopropylpyridin-3-yl)-7,8-dihydro-1,6-naphthyridin-6(5H)-yl)-8,9-dimethyl-4H-pyrimido[1,2-b]pyridazin-4-one C1(CC1)C1=CC=C(C=N1)C=1C=NC=2CCN(CC2C1)C=1C(=C(C=2N(N1)C(C=CN2)=O)C)C